O1C=NC=C1C=1C=C(C=CC1)NC(C=O)=O N-(3-(oxazol-5-yl)phenyl)-2-oxoacetamide